5-(3-((phenylsulfonyl)ethynyl)phenoxy)-1H-1,2,3-triazole-4-carboxylic acid C1(=CC=CC=C1)S(=O)(=O)C#CC=1C=C(OC2=C(N=NN2)C(=O)O)C=CC1